4-(1-Methyl-1H-1,2,4-triazol-3-yl)-3-(2,2,2-trifluoroethoxy)aniline CN1N=C(N=C1)C1=C(C=C(N)C=C1)OCC(F)(F)F